4-amino-N-((3R)-6-bromo-2,3-dihydro-1-benzothien-3-yl)-7-fluoro-N,3-dimethyl-3H-pyrazolo[3,4-c]quinoline-8-carboxamide NC1=NC=2C=C(C(=CC2C2=C1N(N=C2)C)C(=O)N(C)[C@H]2CSC1=C2C=CC(=C1)Br)F